(S)-5-(5-aminothiophene-2-carboxamido)-2-(4-(((2,4-diaminopteridin-6-yl)methyl)amino)benzamido)pentanoic acid NC1=CC=C(S1)C(=O)NCCC[C@@H](C(=O)O)NC(C1=CC=C(C=C1)NCC=1N=C2C(=NC(=NC2=NC1)N)N)=O